NC(CCCCCCCC(=O)OCCC(CCCCCC)CCCCCC)CCCCCCCC(=O)OCCCCCCCCC 1-(3-hexylnonyl) 17-nonyl 9-aminoheptadecanedioate